O1CCN(CC1)C1(C(CCCC1)=O)C1=CC=CC=C1 2-morpholino-2-phenylcyclohexan-1-one